S1C(=NC=C1)N1CCC(CC1)O 1-(thiazol-2-yl)piperidin-4-ol